Benzyl-2-dimethylamino-1-(4-morpholinophenyl)butane-1-one C(C1=CC=CC=C1)C(C(=O)C1=CC=C(C=C1)N1CCOCC1)(CC)N(C)C